methyl 2-([4-[(1S,4S,5R)-5-[[5-cyclopropyl-3-(2,6-dichlorophenyl)-1,2-oxazol-4-yl]methoxy]-2-azabicyclo[2.2.1]heptan-2-yl]-2-fluorophenyl]formamido)acetate C1(CC1)C1=C(C(=NO1)C1=C(C=CC=C1Cl)Cl)CO[C@H]1[C@@H]2CN([C@H](C1)C2)C2=CC(=C(C=C2)C(=O)NCC(=O)OC)F